Tridecane-13-amine CCCCCCCCCCCCCN